1-methyl-3-((1R)-3'-(2-(2-methyl-5-(2-methyl-4-(trifluoromethyl)phenyl)pyrrolidin-1-yl)-2-oxoethyl)-2',4'-dioxo-2,3-dihydrospiro[indene-1,5'-oxazolidine]-5-yl)urea CNC(=O)NC=1C=C2CC[C@]3(C(N(C(O3)=O)CC(=O)N3C(CCC3C3=C(C=C(C=C3)C(F)(F)F)C)C)=O)C2=CC1